C1(=CC=CC=C1)C1=NC=2C(=NC=CC2)N1 phenyl-3H-imidazo[4,5-b]pyridine